1,7-dihydro-6H-purine-6-thione monohydrate O.N1C=NC=2N=CNC2C1=S